[F-].[Mn+2].[F-] manganese(II) fluoride